10-(6-((N-Hexanoyl-N-methylglycyl)oxy)-7-(hexylthio)heptyl)-2,2-dimethyl-3,3-diphenyl-4-oxa-18-thia-9-aza-3-silatetracosan-16-yl decanoate C(CCCCCCCCC)(=O)OC(CCCCCC(NCCCCO[Si](C(C)(C)C)(C1=CC=CC=C1)C1=CC=CC=C1)CCCCCC(CSCCCCCC)OC(CN(C)C(CCCCC)=O)=O)CSCCCCCC